C1(=CC=CC=C1)C(F)(F)F BENZOTRIFLUORIDE